O=C(C(=O)OCC(C)C)CCC(C(=O)OCC(C)C)=O diisobutyl 2,5-dioxoadipate